3-fluoro-4-((6-(piperazin-1-ylmethyl)pyridin-2-yl)methoxy)benzonitrile FC=1C=C(C#N)C=CC1OCC1=NC(=CC=C1)CN1CCNCC1